FC1=C(C=CC=C1I)I 2-fluoro-1,3-diiodobenzene